C(C)(C)N1C[C@@H](N(CC1)C1=CN=C(S1)C1=NNC(=C1C(C)C)C=1C=C(C=2N(C1)N=CN2)OC)C (S)-5-(4-isopropyl-2-methylpiperazin-1-yl)-2-(4-isopropyl-5-(8-methoxy-[1,2,4]triazolo[1,5-a]pyridin-6-yl)-1H-pyrazol-3-yl)thiazole